C(C)(C)(C)C1=NN(C(=C1)NC(NC1=C(C=C(OC2=CC(=NC=C2)C(=O)NC)C=C1)SC)=O)C1=CC=CC=C1 4-(4-(3-(3-(tert-butyl)-1-phenyl-1H-pyrazol-5-yl)ureido)-3-(methylthio)phenoxy)-N-methylpyridinamide